SP([O-])([O-])=S mercapto-thiophosphonate